3-(trifluoromethyl)propanoic acid FC(CCC(=O)O)(F)F